CON(C(C1=C(N=CC=C1)C(F)(F)F)=O)C N-methoxy-N-methyl-2-(trifluoromethyl)nicotinamide